FC(C1=CC=C(C=C1)C=1N=NNC1)(F)F 4-(4-(trifluoromethyl)phenyl)-1H-1,2,3-triazole